1,2-dihydropyrazolo[3,4-d]thiazol-3-one N1NC(C2=C1N=CS2)=O